ClC1=CC=2N(C(N=C(C2C=N1)N1[C@H](CNCC1)C)=O)C=1C(=NC=CC1C)C(C)C (S)-7-chloro-1-(2-isopropyl-4-methylpyridin-3-yl)-4-(2-methylpiperazin-1-yl)pyrido[4,3-d]pyrimidin-2(1H)-one